C(C1=CC=CC=C1)P(C(C1=C(C=C(C=C1C)C)C)=O)(C(C1=C(C=C(C=C1C)C)C)=O)=O benzylbis(2,4,6-trimethylbenzoyl)phosphorus oxide